BrC=1C=C(C=C2C(C(NC12)=O)=O)Cl 7-bromo-5-chloro-indoline-2,3-dione